FC(CC(O)C1=NC=C(C=C1)F)(F)F 3,3,3-Trifluoro-1-(5-fluoro-2-pyridyl)propan-1-ol